FC(C1=NN=C(O1)C=1C=CC(=NC1)CN(C1=CC=CC=C1)C=1C(C(C1N1[C@@H]2CN([C@H](C1)C2)C2CSC2)=O)=O)F 3-[N-[[5-[5-(difluoromethyl)-1,3,4-oxadiazol-2-yl]-2-pyridinyl]methyl]anilino]-4-[(1S,4S)-5-(thietan-3-yl)-2,5-diazabicyclo[2.2.1]heptane-2-yl]cyclobut-3-ene-1,2-dione